rel-(5S,6R)-2-(3-(3,4-dihydro-1,5-naphthyridin-1(2H)-yl)-1H-pyrazolo[3,4-b]pyrazin-6-yl)-2-azaspiro[4.4]nonan-6-amine N1(CCCC2=NC=CC=C12)C1=NNC2=NC(=CN=C21)N2C[C@]1(CC2)[C@@H](CCC1)N |o1:21,24|